COC1=CC=2N(C(C(=C(N2)C(F)(F)F)C2=CC=C(C=C2)OCC(C(F)F)(F)F)=O)C=C1 8-Methoxy-3-(4-(2,2,3,3-tetrafluoropropoxy)phenyl)-2-(trifluoromethyl)-4H-pyrido[1,2-a]pyrimidin-4-one